C(#N)C=1C=C(CN2CC=3C(N(C=4N(C3CC2)C=CN4)CC4=CC=C(C=C4)OC)=O)C=CC1 7-(3-cyanobenzyl)-4-(4-methoxybenzyl)-6,7,8,9-tetrahydroimidazo[1,2-a]pyrido[3,4-e]pyrimidine-5(4H)-one